N-((4-bromo-2-fluorophenyl)sulfonyl)-5-methylfuran-3-carboxamide BrC1=CC(=C(C=C1)S(=O)(=O)NC(=O)C1=COC(=C1)C)F